pentaerythritol bis(1-butyl phthalate) methacrylate C(C(=C)C)(=O)O.C(CCC)C1(C(=O)O)C(C(=O)O)C=CC=C1.C(CCC)C1(C(=O)O)C(C(=O)O)C=CC=C1.OCC(CO)(CO)CO